FC1=C(C(=O)N[C@@H](C(=O)N2CCC3(CC2)C(CN(C(C3)=O)C)C3=CC=CC=C3)C(C)C)C=C(C=C1)C(F)(F)F 2-fluoro-N-((2R)-3-methyl-1-(9-methyl-10-oxo-7-phenyl-3,9-diazaspiro-[5.5]undecan-3-yl)-1-oxobutan-2-yl)-5-(trifluoromethyl)benzamide